CO[C@H]1CN(CC1)C1C(CCC1)OC=1C=C2CN(C(C2=CC1)=O)C1C(NC(CC1)=O)=O 3-(5-((2-((R)-3-methoxypyrrolidin-1-yl)cyclopentyl)oxy)-1-oxoisoindolin-2-yl)piperidine-2,6-dione